3-Chloro-N-((1-(4-((4-(dimethylamino)-4-oxo-3,3-diphenylbutyl)amino)butyl)pyrrolidin-2-yl)methyl)-5-ethyl-6-hydroxy-2-methoxybenzamide ClC=1C(=C(C(=O)NCC2N(CCC2)CCCCNCCC(C(=O)N(C)C)(C2=CC=CC=C2)C2=CC=CC=C2)C(=C(C1)CC)O)OC